OC1=C(C=C(OC2N=C(N=CN2OC2=CC(=C(C(=C2)C(C)(C)C)O)C(C)(C)C)OC2=CC(=C(C(=C2)C(C)(C)C)O)C(C)(C)C)C=C1C(C)(C)C)C(C)(C)C 2,3,6-tris(4-hydroxy-3,5-di-tert-butylphenoxy)-1,3,5-triazine